3-amino-2-(3-hydroxy-2,6-dimethylphenyl)-1-oxo-1,2-dihydroisoquinoline-4-carboxamide NC=1N(C(C2=CC=CC=C2C1C(=O)N)=O)C1=C(C(=CC=C1C)O)C